NC1=NN=[N+](C=C1)[O-] aminotriazine oxide